5-((1H-pyrazol-1-yl)methyl)-N-((3-(2-hydroxypropan-2-yl)phenyl)sulfonyl)-6-methoxypicolinamide N1(N=CC=C1)CC=1C=CC(=NC1OC)C(=O)NS(=O)(=O)C1=CC(=CC=C1)C(C)(C)O